IC1=COC2=CC(=CC=C2C1=O)C(F)(F)F 3-Iodo-7-(trifluoromethyl)-4H-chromen-4-one